pentyl allyl ether C(C=C)OCCCCC